3-[2-deoxy-2-fluoro-3,5-bis-O-(phenylcarbonyl)-β-D-arabinofuranosyl]-7-nitro-3H-imidazo[4,5-b]pyridine F[C@@H]1[C@@H](O[C@@H]([C@H]1OC(=O)C1=CC=CC=C1)COC(=O)C1=CC=CC=C1)N1C=NC=2C1=NC=CC2[N+](=O)[O-]